4-(5-((2-chlorophenyl)amino)-1H-pyrazolo[3,4-b]pyridin-1-yl)-N-(oxetan-3-yl)thiophene-2-carboxamide ClC1=C(C=CC=C1)NC=1C=C2C(=NC1)N(N=C2)C=2C=C(SC2)C(=O)NC2COC2